1-benzyl-N-(4-hydroxy-3-(methylsulfonyl)phenyl)-1H-pyrazole-4-carboxamide C(C1=CC=CC=C1)N1N=CC(=C1)C(=O)NC1=CC(=C(C=C1)O)S(=O)(=O)C